C(CO)O ethyleneAlcohol